Cl.NC1(C(NC(CC1)=O)=O)C 3-amino-3-methylpiperidine-2,6-dione hydrochloride